C1(CC1)CO[C@@H]1C[C@H](N(C1)C(=O)OC(C)(C)C)CO tert-butyl (2S,4R)-4-(cyclopropylmethoxy)-2-(hydroxymethyl)pyrrolidine-1-carboxylate